C1(CC1)CCC(C1=CC=NC=C1)(N[S@](=O)C(C)(C)C)C=1C=CC(=C(C1)NC(=O)[C@@H]1N(C[C@@H](C1)C)C(=O)[O-])F (2R,4R)-2-(5-(3-cyclopropyl-1-((R)-1,1-dimethylethylsulfinamido)-1-(pyridin-4-yl) propyl)-2-fluorophenylcarbamoyl)-4-methylpyrrolidine-1-carboxylate